2,4-diphenyl-6-(4-fluorophenyl)-1,3,5-triazine C1(=CC=CC=C1)C1=NC(=NC(=N1)C1=CC=CC=C1)C1=CC=C(C=C1)F